(S)-(2-(benzyloxy)-4,6-dihydroxyphenyl)(4-((tetrahydrofuran-3-yl)amino)isoindolin-2-yl)methanone C(C1=CC=CC=C1)OC1=C(C(=CC(=C1)O)O)C(=O)N1CC2=CC=CC(=C2C1)N[C@@H]1COCC1